S(CCC(=O)O)CCC(=O)O β,β'-thiodipropionic acid